N1(N=CC=C1)C(=O)N pyrazole-1-carboxamide